CC1([C@H]2CN([C@@H]([C@@H]12)C(=O)OC)C([C@H](CC1=CC=CC=C1)NC(=O)[C@H]1COCC1)=O)C methyl (1R,2S,5S)-6,6-dimethyl-3-[(2S)-3-phenyl-2-[[(3R)-tetrahydrofuran-3-carbonyl]amino]propanoyl]-3-azabicyclo[3.1.0]hexane-2-carboxylate